NC=1C=C(C=NC1)OC(=O)N1[C@@H](CN(CC1)CC1=C(C(=CC=C1)C(F)(F)F)C)C.N1=CC=C(C=C1)C1=CC=C(O1)C1=CC=NC=C1 4-(5-(pyridin-4-yl)furan-2-yl)pyridine 5-Aminopyridin-3-yl-(R)-2-methyl-4-(2-methyl-3-(trifluoromethyl)benzyl)piperazine-1-carboxylate